FC1CN(C1)CCC1=NN(C(C=C1C)=O)[C@H](C(=O)O)CC(C)C (S)-2-(3-(2-(3-fluoroazetidin-1-yl)ethyl)-4-methyl-6-oxopyridazine-1(6H)-yl)-4-methylpentanoic acid